BrC=1C=CC=C2C=CC(=NC12)C=1C=CC=2N(C1)C=CN2 8-bromo-2-(imidazo[1,2-a]pyridin-6-yl)quinoline